2-((S)-1-(2,5-dioxo-2,5-dihydro-1H-pyrrol-1-yl)-14-isopropyl-12-oxo-3,6,9-trioxa-13-aza-pentadec-15-amido)-5-ureidovaleramide O=C1N(C(C=C1)=O)CCOCCOCCOCCC(N[C@H](C(=O)NC(C(=O)N)CCCNC(=O)N)C(C)C)=O